CC1(OB(OC1(C)C)C1=C(C=O)C(=CC=C1)C#C[Si](C)(C)C)C 2-(4,4,5,5-tetramethyl-1,3,2-dioxaborolan-2-yl)-6-[2-(trimethylsilyl)ethynyl]benzaldehyde